CC1(CN2C(O1)=C(C=N2)S(=O)(NC(NC2=C1CCC1=CC=1CCC21)=O)=N)C 2,2-dimethyl-N-(tricyclo[6.2.0.03,6]deca-1,3(6),7-trien-2-ylcarbamoyl)-2,3-dihydropyrazolo[5,1-b]oxazole-7-sulfonimidamide